1-(5-(methoxymethyl)furan-2-yl)-9H-pyrido[3,4-b]indole-3-carboxylic acid COCC1=CC=C(O1)C1=NC(=CC2=C1NC1=CC=CC=C21)C(=O)O